4-hydroxy-6-(1-methyl-1H-pyrazol-4-yl)pyrazolo[1,5-a]Pyrazine-2-carboxylic acid OC=1C=2N(C=C(N1)C=1C=NN(C1)C)N=C(C2)C(=O)O